4-(2,6-dioxo-3-piperidyl)-2,3-dihydro-1,4-benzoxazin O=C1NC(CCC1N1CCOC2=C1C=CC=C2)=O